FC=1C=C(COC=2C=CC(=NC2)N2C[C@@H](CC2)O)C=CC1F (R)-1-(5-((3,4-difluorobenzyl)oxy)pyridin-2-yl)pyrrolidin-3-ol